COC(\C(=C\OC)\C1=C(C=CC=C1)OC1=NC=NC(=C1)OC1=C(C=CC=C1)C)=O (E)-2-{2-[6-(2-methylphenoxy)pyrimidin-4-yloxy]phenyl}-3-methoxyacrylic acid methyl ester